OC(C(=O)O)CCCCCCCCCCCCCCC hydroxy-margaric acid